6-isobutyl-6H-thieno[2,3-b]pyrrole-5-carboxylic acid ethyl ester C(C)OC(=O)C1=CC2=C(N1CC(C)C)SC=C2